C(C1=CC=CC=C1)OC=1C=C(C(=O)N2[C@@H](CC[C@@H]2C2=C(C=CC=C2)Cl)C(=O)O)C=CC1 (2S,5R)-1-(3-(benzyloxy)benzoyl)-5-(2-chlorophenyl)pyrrolidine-2-carboxylic acid